butyl-bis(2-hydroxyethyl)octadecyl-ammonium chloride [Cl-].C(CCC)[N+](CCCCCCCCCCCCCCCCCC)(CCO)CCO